CN(C1=NC=C(C(=N1)C(F)(F)F)B1OC(C(O1)(C)C)(C)C)C N,N-dimethyl-5-(4,4,5,5-tetramethyl-1,3,2-dioxaborolan-2-yl)-4-(trifluoromethyl)pyrimidin-2-amine